CC1(CC(CO1)C2=CC=C(C=C2)OCCCCCC(=O)O)C The molecule is a monocarboxylic acid that is caproic (hexanoic) acid substituted at C-6 by a 4-(5,5-dimethyltetrahydrofuran-3-yl)phenoxy group. It is an aromatic ether and a monocarboxylic acid.